N-[(5-cyano-3-fluoro-2-methoxyphenyl)-methyl]-6-(difluoromethoxy)-5-fluoropyridine-3-carboxamide C(#N)C=1C=C(C(=C(C1)CNC(=O)C=1C=NC(=C(C1)F)OC(F)F)OC)F